Methyl 3-(3-(4-(cyclopropylsulfonamido)phenoxy)azetidin-1-yl)-2-(1H-pyrrol-1-yl)benzoate C1(CC1)S(=O)(=O)NC1=CC=C(OC2CN(C2)C=2C(=C(C(=O)OC)C=CC2)N2C=CC=C2)C=C1